N-(Benzo[d]thiazol-6-ylmethyl)-2-ethynylthiazole-4-carboxamide S1C=NC2=C1C=C(C=C2)CNC(=O)C=2N=C(SC2)C#C